6-(2,6-dichlorophenyl)-N-(2-(4-methylpiperazin-1-yl)ethyl)-8,9-dihydroimidazo[1',2':1,6]pyrido[2,3-d]pyrimidin-2-amine ClC1=C(C(=CC=C1)Cl)C1=CC2=C(N=C(N=C2)NCCN2CCN(CC2)C)N2C1=NCC2